2-(heptyloxy)dodecane-1-ol C(CCCCCC)OC(CO)CCCCCCCCCC